(R)-2-methyl-4-oxopiperidine-1-carboxylic acid tert-butyl ester C(C)(C)(C)OC(=O)N1[C@@H](CC(CC1)=O)C